ClC1=C(C(=NC=C1)C(=O)O)O 4-chloro-3-hydroxypyridinic acid